ICC12OCC(C1)(C2)CO (1-(iodomethyl)-2-oxabicyclo[2.1.1]hexan-4-yl)methanol